[6-(3-cyclopropyl-1,2,4-triazol-1-yl)-2-azaspiro[3.3]heptan-2-yl]-[3-[2-[(3S)-3-(trifluoromethyl)pyrrolidin-1-yl]pyrimidin-5-yl]azetidin-1-yl]methanone C1(CC1)C1=NN(C=N1)C1CC2(CN(C2)C(=O)N2CC(C2)C=2C=NC(=NC2)N2C[C@H](CC2)C(F)(F)F)C1